FC1=CC=C(C=C1)C1=C(C=C(C=C1)C1=NNC(O[C@H]1C)=O)C(F)(F)F (6S)-5-[4'-fluoro-2-(trifluoromethyl)-[biphenyl]-4-yl]-6-methyl-3,6-dihydro-2H-1,3,4-oxadiazin-2-one